C(C)C(COOP(=O)(OOCC(CCCC)CC)OC1=C(C=CC=C1)CC(=O)O)CCCC 2-(di-((2-ethylhexyl)oxy)phosphono)-2-hydroxyphenylacetic acid